FC1(CCC=2C(=NN(C2C1)CC(=O)N1CCN(CC1)C1=C(C(=CC=C1)C)C)C(=O)N1C[C@H]([C@H](CC1)N1CCC(CC1)O)F)F |r| 2-[6,6-difluoro-3-[rac-(3R,4S)-3-fluoro-4-(4-hydroxy-1-piperidyl)piperidine-1-carbonyl]-5,7-dihydro-4H-indazol-1-yl]-1-[4-(2,3-dimethylphenyl)piperazin-1-yl]ethanone